(2-(5-(1-(3,5-dichloropyridin-4-yl)ethoxy)-1H-indazol-3-yl)-4,6-dihydropyrrolo[3,4-d]imidazol-5(1H)-yl)(morpholinyl)ketone ClC=1C=NC=C(C1C(C)OC=1C=C2C(=NNC2=CC1)C1=NC2=C(N1)CN(C2)C2N(CCOC2)C(=O)N2C(COCC2)N2CC=1NC(=NC1C2)C2=NNC1=CC=C(C=C21)OC(C)C2=C(C=NC=C2Cl)Cl)Cl